C[C@]12[C@H]3CC[C@@]4([C@H](CC[C@H]4[C@@H]3CC[C@H]2CC(CC1)=O)OCC(=O)O)C 2-(((5S,8R,9S,10S,13S,14S,17S)-10,13-dimethyl-3-oxohexadecahydro-1H-cyclopenta[a]phenanthren-17-yl)oxy)acetic acid